C(#N)C1=CC(=NC=C1)N1C=C(C2=C1N=CN=C2N2C[C@H](N(CC2)C(=O)OCC(F)(F)F)C)C2CC2 2,2,2-trifluoroethyl (R)-4-(7-(4-cyanopyridin-2-yl)-5-cyclopropyl-7H-pyrrolo[2,3-d]pyrimidin-4-yl)-2-methylpiperazine-1-carboxylate